2-(2-fluoroanilino)-pyridinat FC1=C(NC2(NC=CC=C2)C(=O)[O-])C=CC=C1